(E)-{2-[6-(2-chlorophenoxy)-5-fluoropyrimidin-4-yloxy]phenyl}(5,6-dihydro-1,4,2-di-Oxazin-3-yl)methanone O-methyloxime CO\N=C(\C1=NOCCO1)/C1=C(C=CC=C1)OC1=NC=NC(=C1F)OC1=C(C=CC=C1)Cl